CC1N(CCC12CCN(CC2)C(=O)OC(C)(C)C)C2=NC=CC(=C2)C(F)(F)F tert-butyl 1-methyl-2-(4-(trifluoromethyl)pyridin-2-yl)-2,8-diazaspiro[4.5]decane-8-carboxylate